O=C1NC2=C(C(=NC1C(=O)O)C1=CC=CC=C1)C=CC=C2 2,3-dihydro-2-oxo-5-phenyl-1H-1,4-benzodiazepine-3-carboxylic acid